7-[[5-(4-methylpiperazin-1-yl)-2-pyridyl]amino]-4-(7-methylpyrazolo[1,5-a]pyridin-3-yl)isoindolin-1-one CN1CCN(CC1)C=1C=CC(=NC1)NC=1C=CC(=C2CNC(C12)=O)C=1C=NN2C1C=CC=C2C